C1(=C(C=CC=C1)C1=C(C=CC=C1)C1=C(C(=NN=N1)C1=C(C=CC=2OC3=C(C21)C=CC=C3)C3=CC=CC=C3)C3=C(C=CC=C3)C3=C(C(=CC=2C1=CC=CC=C1CC32)C)C)C3=CC=CC=C3 (biphenylyl)Phenyl[(dimethylfluorenyl)phenyl](phenyldibenzofuranyl)triazine